P(=O)(O)(O)C(=O)[O-].[Mg+2].P(=O)(O)(O)C(=O)[O-] magnesium phosphonocarboxylate